CC=1C(=NN(C1)COCC[Si](C)(C)C)C(=O)N methyl-1-((2-(trimethylsilyl)ethoxy)methyl)-1H-pyrazole-3-carboxamide